FC1=C(C=C(C=C1)C(F)(F)F)[C@@H](C)NC(=O)C=1C=C(C=NC1OC[2H])C1=CC=C2C(=NNC2=C1)C(=O)NC 6-(5-{[(1R)-1-[2-fluoro-5-(tri-fluoromethyl)phenyl]ethyl]-carbamoyl}-6-(deutero)meth-oxypyridin-3-yl)-N-methyl-1H-indazole-3-carboxamide